Cl.Cl.FC(C1=NC(=NN1C)C=1C=CC(=NC1C)N[C@@H]1CNCC1)F 5-[5-(difluoromethyl)-1-methyl-1H-1,2,4-triazol-3-yl]-6-methyl-N-[(3S)-pyrrolidin-3-yl]pyridin-2-amine, dihydrochloride